4,4-dimethyl-6-(5-(2-(4-methylpiperazin-1-yl)pyridin-4-yl)-1H-pyrrolo[2,3-b]pyridin-3-yl)-3,4-dihydroisoquinolin-1(2H)-one CC1(CNC(C2=CC=C(C=C12)C1=CNC2=NC=C(C=C21)C2=CC(=NC=C2)N2CCN(CC2)C)=O)C